BrC=1C(=C2C(=NC1Cl)NC=C2)F 5-bromo-6-chloro-4-fluoro-1H-pyrrolo[2,3-b]pyridine